ClC=1N=NC(=CC1C)C 3-chloro-4,6-dimethyl-pyridazine